2,6-diformylpyridinium C(=O)C1=[NH+]C(=CC=C1)C=O